ClC=1C=2CCN(C(C2C(=C2C1OC(O2)(C)CCCCN(C)C)C)=O)CC=2C(NC(=CC2C)C)=O 9-chloro-6-((4,6-dimethyl-2-oxo-1,2-dihydropyridin-3-yl)methyl)-2-(4-(dimethylamino)butyl)-2,4-dimethyl-7,8-dihydro-[1,3]dioxolo[4,5-g]isoquinolin-5(6H)-one